C(=O)[O-] (RS)-format